(R)-3-bromo-7-methyl-7,8-dihydro-1,6-naphthyridine-6(5H)-carboxylic acid tert-butyl ester C(C)(C)(C)OC(=O)N1CC=2C=C(C=NC2C[C@H]1C)Br